β-ureido-alanine N(C(=O)N)C[C@H](N)C(=O)O